2-(6-(cyclobutyl(2,2,6,6-tetra-methylpiperidin-4-yl)amino)pyridazin-3-yl)-5-(1H-pyrazol-4-yl)phenol C1(CCC1)N(C1=CC=C(N=N1)C1=C(C=C(C=C1)C=1C=NNC1)O)C1CC(NC(C1)(C)C)(C)C